C(C)C1=NC2=C(C(=NC(=C2)C)C)N1C1=CC=C(C=C1)CCNC(=O)NS(=O)(=O)C1=CC=C(C=C1)C 2-ethyl-4,6-dimethyl-3-(4-(2-(((((4-methyl-phenyl)sulfonyl)amino)carbonyl)amino)ethyl)phenyl)-3H-imidazo[4,5-c]pyridine